FC=1C(=NC=NC1N1C(CC(C1)F)C1=CC=C(C=C1)C(F)(F)F)NCC1CCN(CC1)CC(=O)N 2-(4-(((5-fluoro-6-(4-fluoro-2-(4-(trifluoromethyl)phenyl)pyrrolidin-1-yl)pyrimidin-4-yl)amino)methyl)piperidin-1-yl)acetamide